C(CCCCC)C(=C(C(=O)OCC1=CC=C(C=C1)C(C)(F)F)C)CC1C(O1)C1=NC=2N(C(NC(C2N1C)=O)=O)C [4-(1,1-difluoroethyl)phenyl]methanol 1-Hexyl-3,7-dimethylxanthineglycidyl-methacrylate